galactitol adipate C(CCCCC(=O)O)(=O)O.C([C@H](O)[C@@H](O)[C@@H](O)[C@H](O)CO)O